3-(trifluoromethyl)phenylboric acid FC(C=1C=C(C=CC1)OB(O)O)(F)F